C(#N)C1=CC(=C(COC2=CC=CC(=N2)C2=CC(=C(CN3N(C4=CC(=CC=C4C3=O)C(=O)O)C[C@@H]3OCC3)C=C2F)F)C=C1)F (R)-2-(4-(6-((4-cyano-2-fluorobenzyl)oxy)pyridin-2-yl)-2,5-difluorobenzyl)-1-((oxetan-2-yl)methyl)-3-oxo-2,3-dihydro-1H-indazole-6-carboxylic acid